tert-Butoxycarbonyl-N-[5-[3-[1-[(3,3-difluorocyclobutyl)methyl]pyrazol-4-yl]-5-iodo-quinoxalin-6-yl]oxy-2-nitro-phenyl]carbamic acid tert-butyl ester C(C)(C)(C)OC(N(C1=C(C=CC(=C1)OC=1C(=C2N=C(C=NC2=CC1)C=1C=NN(C1)CC1CC(C1)(F)F)I)[N+](=O)[O-])C(=O)OC(C)(C)C)=O